N,N,N',N'-Tetrakis(2-hydroxypropyl)ethylendiamin OC(CN(CCN(CC(C)O)CC(C)O)CC(C)O)C